C1(CC1)OC=1C=C(C=CC1)C1=CC(=NN1C1=C2C(=NN(C2=CC=C1)COCC[Si](C)(C)C)C)COC(C(=O)OC)(C)C Methyl 2-([5-(3-cyclopropoxyphenyl)-1-(3-methyl-1-[[2-(trimethylsilyl)ethoxy]methyl]-1H-indazol-4-yl)-1H-pyrazol-3-yl]methoxy)-2-methylpropanoate